2-[[3-(4-chloro-2-fluoro-phenyl)-5-methyl-triazol-4-yl]methyl]-5-(1-cyclopropylpyrazol-4-yl)pyridazin-3-one ClC1=CC(=C(C=C1)N1N=NC(=C1CN1N=CC(=CC1=O)C=1C=NN(C1)C1CC1)C)F